FC1=CC=C(C=C1)N1N=CC2=CC(=CC=C12)I 1-(4-fluorophenyl)-5-iodo-1H-indazole